(6-amino-2-methylpyridin-3-yl)methanone NC1=CC=C(C(=N1)C)C=O